2-(6-chloro-2,3-difluorophenyl)-N-(1-methoxy-5-sulfamoylisoquinolin-7-yl)acetamide ClC1=CC=C(C(=C1CC(=O)NC1=CC(=C2C=CN=C(C2=C1)OC)S(N)(=O)=O)F)F